ClC1=C2C=C(NC2=C(C=C1)Cl)C(=O)O 4,7-dichloro-1H-indole-2-carboxylic acid